O[C@@H]1CN(CC[C@H]1OC1=CC(=CC=C1)C(F)(F)F)C=1C2=C(N(C(N1)=O)C)C=CC(=N2)C#N |r| (±)-trans-4-(3-Hydroxy-4-(3-(trifluoromethyl)phenoxy)piperidin-1-yl)-1-methyl-2-oxo-1,2-dihydropyrido[3,2-d]pyrimidin-6-carbonitril